C[C@H]1OC2=CN=CC(C3=NNC=4C=CC(O[C@H](COCC1)C)=CC34)=C2 (8R,13S)-8,13-dimethyl-7,11,14-trioxa-4,19,20-triazatetracyclo[13.5.2.12,6.018,21]tricosa-1(20),2(23),3,5,15(22),16,18(21)-heptaene